C(C)OC(=O)C1(CCOCC1)C=1OC(=NN1)C1=CC=CC=C1 4-(5-phenyl-1,3,4-oxadiazol-2-yl)tetrahydro-2H-pyran-4-carboxylic acid ethyl ester